6-chloro-3-methylpyrido[2,3-d][1,2,4]triazolo[4,3-b]pyridazine ClC=1C2=C(C=3N(N1)C(=NN3)C)N=CC=C2